OC1(CN(C1)C1=CC=C(C=N1)C1CN(C1)C(=O)N1CC2(C1)CC(C2)N2N=C(N=C2)C(F)(F)F)C [3-[6-(3-hydroxy-3-methyl-azetidin-1-yl)-3-pyridyl]azetidin-1-yl]-[6-[3-(trifluoromethyl)-1,2,4-triazol-1-yl]-2-azaspiro[3.3]heptan-2-yl]methanone